(2R,4R)-1-(3-chloro-2-fluorobenzyl)-4-((5-fluoro-6-(2-hydroxy-propan-2-yl)-2-((5-methyl-1H-pyrazol-3-yl)amino)pyrimidin-4-yl)-methyl)-2-methylpiperidine ClC=1C(=C(CN2[C@@H](C[C@@H](CC2)CC2=NC(=NC(=C2F)C(C)(C)O)NC2=NNC(=C2)C)C)C=CC1)F